CC1([C@H]2CN([C@@H]([C@@H]12)C(NC1=CC(=C(C=C1)C)C(N[C@H](C)C1=CC=CC2=CC=CC=C12)=O)=O)C(=O)OC(C)(C)C)C tert-butyl (1R,2S,5S)-6,6-dimethyl-2-((4-methyl-3-(((R)-1-(naphthalen-1-yl)ethyl) carbamoyl)phenyl)carbamoyl)-3-azabicyclo[3.1.0]hexane-3-carboxylate